2,3-Dichloro-4-{6-[methyl(7H-pyrrolo[2,3-d]pyrimidin-4-yl)-amino]-2-azaspiro[3.3]heptan-2-carbonyl}benzonitril ClC1=C(C#N)C=CC(=C1Cl)C(=O)N1CC2(C1)CC(C2)N(C=2C1=C(N=CN2)NC=C1)C